(3S,4R)-1-[4-({5-cyclopropyl-8-[(2R,3S)-3-(methanesulfonylmeth-yl)-2-methylazetidin-1-yl]isoquinolin-3-yl}amino)pyrimidin-2-yl]-3-fluoro-3-methylpiperidin-4-ol C1(CC1)C1=C2C=C(N=CC2=C(C=C1)N1[C@@H]([C@H](C1)CS(=O)(=O)C)C)NC1=NC(=NC=C1)N1C[C@]([C@@H](CC1)O)(C)F